N1=CC(=CC=C1)C=1NC(C2=C(N1)C=NC=C2)=O (pyridin-3-yl)pyrido[3,4-d]pyrimidin-4(3H)-one